CC1=NC(=CC(=N1)NC1=CC2=C(C=N1)C(NN2C2=NC=CC=C2)=O)C 6-((2,6-dimethylpyrimidin-4-yl)amino)-1-(pyridin-2-yl)-1,2-dihydro-3H-pyrazolo[4,3-c]pyridin-3-one